Cl.N[C@H]1C(=O)NCCCC1 D-(+)-α-amino-ε-caprolactam hydrochloride